FC=1C=C(C=CC1OC1=C2C(=NC=C1)NN=C2NC2CC(C2)CO)NC(=O)C=2C(N(N=CC2)C2=CC=C(C=C2)F)=O N-(3-fluoro-4-((3-(((1r,3r)-3-(hydroxymethyl)cyclobutyl)amino)-1H-pyrazolo[3,4-b]pyridin-4-yl)oxy)phenyl)-2-(4-fluorophenyl)-3-oxo-2,3-dihydropyridazine-4-carboxamide